C(C)NC1=CC=2N(C=C1)N=CC2C2=NC(=CC=C2)C2CNCCC2 N-ethyl-3-[6-(3-piperidyl)-2-pyridyl]pyrazolo[1,5-a]pyridin-5-amine